C(C)(C)(C)OC(=O)N1C(CCCC1)CC=1OC(=CC1)CO ((5-(hydroxymethyl)furan-2-yl)methyl)piperidine-1-carboxylic acid tert-butyl ester